C(CC)N1C(NC2=CC(=CC=C2C1=O)C=1C=C(C(=O)NC=2C=CC(=NC2)C(=O)NC)C=CC1)=O 5-(3-(3-propyl-2,4-dioxo-1,2,3,4-tetrahydroquinazolin-7-yl)benzoylamino)-N-methylpyridinecarboxamide